CNC1=NC(=CC2=CC=NC=C12)OS(=O)(=O)C(F)(F)F.C1(CC1)C(=O)N (cyclopropanecarboxamide) 1-(methylamino)-2,7-naphthyridin-3-yl-triflate